FC1(CCC(CC1)/C=C/C1=CC(=CC=2C[C@H](OC21)C)NC(C=C)=O)F (R,E)-N-(7-(2-(4,4-difluoro-cyclohexyl)vinyl)-2-methyl-2,3-dihydrobenzofuran-5-yl)acrylamide